6-(7-azabicyclo[2.2.1]heptan-7-yl)-2-[(4-methylthiazol-5-yl)amino]pyridine-3-carbonitrile C12CCC(CC1)N2C2=CC=C(C(=N2)NC2=C(N=CS2)C)C#N